BrC1=CN=C2C=C(C=NC2=C1)CC 7-Bromo-3-ethyl-1,5-naphthyridine